NC1=C2C(=NC=N1)N(N=C2C2=CC=C(C=C2)CNC(C2=C(C=CC(=C2)F)OC)=O)C(C(C)N(C(=O)N2N=CN=C2)C)C N-(3-(4-amino-3-(4-((5-fluoro-2-methoxybenzamido)methyl)phenyl)-1H-pyrazolo[3,4-d]pyrimidin-1-yl)butan-2-yl)-N-methyl-1H-1,2,4-triazole-1-carboxamide